6-(3,5-dimethyl-1-(piperidin-4-yl)-1H-pyrazol-4-yl)-4-methoxypyrazolo[1,5-a]pyridine-3-carbonitrile CC1=NN(C(=C1C=1C=C(C=2N(C1)N=CC2C#N)OC)C)C2CCNCC2